(4-((tetrahydrofuran-2-yl)methylamino)-6-(6-(trifluoromethyl)pyridin-2-yl)-1,3,5-triazin-2-ylamino)picolinonitrile O1C(CCC1)CNC1=NC(=NC(=N1)C1=NC(=CC=C1)C(F)(F)F)NC=1C(=NC=CC1)C#N